C1COS1(=O)=O glycolsultone